C(=O)(OCC1=CC=CC=C1)N[C@@H](C(C)C)C(=O)O N-Cbz-L-valine